2-(piperazin-1-yl)propan-1-ol N1(CCNCC1)C(CO)C